OCCC(C(C)(CCO)Cl)CCCCCCCCCCCC di(2-hydroxyethyl)methyl-tetradecyl chloride